2,2-dimethylchromane-6-sulfonyl chloride CC1(OC2=CC=C(C=C2CC1)S(=O)(=O)Cl)C